C(C#CC)(=O)N1CC2=CC=CC(=C2CC1)C1=C2C(=C(NC2=C(C=C1F)C(=O)N)C)C 4-(2-(but-2-ynoyl)-1,2,3,4-tetrahydroisoquinolin-5-yl)-5-fluoro-2,3-dimethyl-1H-indole-7-carboxamide